C(C(=C)C)(=O)OCCC[Si](Cl)(C)C methacryloyloxypropyl-dimethylchlorosilane